arachidonoyl-coenzyme A C(CCC\C=C/C\C=C/C\C=C/C\C=C/CCCCC)(=O)SCCNC(CCNC([C@@H](C(COP(OP(OC[C@@H]1[C@H]([C@H]([C@@H](O1)N1C=NC=2C(N)=NC=NC12)O)OP(=O)(O)O)(=O)O)(=O)O)(C)C)O)=O)=O